C(C)OC(=O)C=1OC2=C(C1C)C(=CC=C2)CN.BrC2=CC(=NC=C2)C(C(=O)N)CC2=C(C=CC=C2)F (4-bromopyridin-2-yl)-3-(2-fluorophenyl)propanamide ethyl-4-(aminomethyl)-3-methylbenzofuran-2-carboxylate